[1,2,3]triazole-3-carboxamide N1=NN(C=C1)C(=O)N